2,2-Bis(4-hydroxy-3-methylphenyl)butane OC1=C(C=C(C=C1)C(C)(CC)C1=CC(=C(C=C1)O)C)C